(S)-2-((3-(3,4-dihydroisoquinolin-2(1H)-yl)-2-hydroxypropyl)carbamoyl)imidazo[1,2-a]Pyridine-6-carboxylic acid methyl ester COC(=O)C=1C=CC=2N(C1)C=C(N2)C(NC[C@@H](CN2CC1=CC=CC=C1CC2)O)=O